B(O)O.C(O)CN Ethanolamine-boronic acid salt